3-Bromo-6-Amino-2-Cyanopyridine BrC=1C(=NC(=CC1)N)C#N